(2E)-2-ethyl-4-(2,2,3-trimethyl-3-cyclopenten-1-yl)-buten-1-ol C(C)\C(=C/O)\CCC1C(C(=CC1)C)(C)C